tert-butyl (E)-3-fluoro-4-hydroxybut-2-enylcarbamate F/C(=C/CNC(OC(C)(C)C)=O)/CO